BrC1=NC=CC2=C1NC1=CC=CC=C21 1-bromo-9H-pyrido[3,4-b]indole